CNC(=O)C1=CC=C(C=C1)C=1N=C2SC3=C(N2C1)C=CC(=C3)C(=O)NC[C@@H]3NCCC3 (R)-2-(4-(methylcarbamoyl)phenyl)-N-(pyrrolidin-2-ylmethyl)benzo[d]imidazo[2,1-b]thiazole-7-carboxamide